NC=1C2=C(N=CN1)N(C=C2C2=CC=C(C=C2)OC2=CC=CC=C2)C2CC(C2)O 3-[4-amino-5-(4-phenoxyphenyl)-7H-pyrrolo[2,3-d]pyrimidin-7-yl]cyclobutan-1-ol